(S)-N-((1R,2R)-1-(3-chloro-4-((tetrahydro-2H-pyran-4-yl)oxy)phenyl)-1-hydroxy-3-(pyrrolidin-1-yl)propan-2-yl)-1-(4-fluorophenyl)pyrrolidine-3-carboxamide ClC=1C=C(C=CC1OC1CCOCC1)[C@H]([C@@H](CN1CCCC1)NC(=O)[C@@H]1CN(CC1)C1=CC=C(C=C1)F)O